(pyrrolidin-2-yl) methyl-5-benzoyl-2,3-dihydro-1H-pyrrolizine-1-carboxylate hydrochloride Cl.CC1(CCN2C(=CC=C12)C(C1=CC=CC=C1)=O)C(=O)OC1NCCC1